tributylamine phosphate salt P(=O)(O)(O)O.C(CCC)N(CCCC)CCCC